ClC=1C(=NC(=NC1)C1(CCC(CC1)N)N)C=1C=NN(C1CC1CC1)C (5-chloro-4-(5-(cyclopropylmethyl)-1-methyl-1H-pyrazol-4-yl)pyrimidin-2-yl)cyclohexane-1,4-diamine